(4-(8-amino-1-(4-aminophenyl)imidazo[1,5-a]pyrazin-3-yl)piperidin-1-yl)-2-methylpropan-1-one NC=1C=2N(C=CN1)C(=NC2C2=CC=C(C=C2)N)C2CCN(CC2)C(C(C)C)=O